4-((6-Chloropyridin-3-yl)methoxy)piperidine-1-carboxylic acid tert-butyl ester C(C)(C)(C)OC(=O)N1CCC(CC1)OCC=1C=NC(=CC1)Cl